2-[4-[[(3R)-1-methyl-3-piperidyl]amino]phthalazin-1-yl]-5-(trifluoromethyl)phenol CN1C[C@@H](CCC1)NC1=NN=C(C2=CC=CC=C12)C1=C(C=C(C=C1)C(F)(F)F)O